(3,5)-bipyrazole N1=NC(C=C1)=C1C=CN=N1